C(#N)C=1C=C(C=NC1)[C@H]1N(OCC1)C(=O)C1CCN(CC1)C1=NC=C(C(=N1)C(=O)N)C 2-[4-[(3S)-3-(5-cyano-3-pyridinyl)isoxazolidine-2-carbonyl]-1-piperidinyl]-5-methyl-pyrimidine-4-carboxamide